CC1=CC(OC2=CC(=CC=C12)NC(=O)OCC)=O 4-methyl-7-ethoxyformylaminocoumarin